9-([1,1'-biphenyl]-3-yl)-3-chlorophenanthrene C1(=CC(=CC=C1)C=1C2=CC=CC=C2C=2C=C(C=CC2C1)Cl)C1=CC=CC=C1